1-(1-isopropyl-5-((trimethylsilyl)ethynyl)-1H-imidazol-2-yl)ethane-1-one C(C)(C)N1C(=NC=C1C#C[Si](C)(C)C)C(C)=O